C(C(C)C)N[C@H](C(=O)O)CC(C)C (S)-2-(isobutylamino)-4-methylpentanoic acid